N-[6-(5-chloro-2-fluorophenyl)pyridazin-4-yl]-7-[2-(3-methylimidazolidin-1-yl)-ethoxy]quinolin-4-amine ClC=1C=CC(=C(C1)C1=CC(=CN=N1)NC1=CC=NC2=CC(=CC=C12)OCCN1CN(CC1)C)F